N[C@H]1CN(C[C@H]2N(C1=O)[C@@H](CC2)C(=O)OC(C)(C)C)C(=O)OCC2C1=CC=CC=C1C=1C=CC=CC21 2-((9H-fluoren-9-yl)methyl) 7-(tert-butyl) (4S,7S,9aS)-4-amino-5-oxohexahydro-1H-pyrrolo[1,2-a][1,4]diazepine-2,7(3H)-dicarboxylate